NC1=C(C=C(C=N1)NC(C(=O)N1[C@H](CN([C@@H](C1)C)C(=O)C1(CC1)C(F)(F)F)C=1SC=CC1)=O)C N-(6-amino-5-methyl-3-pyridyl)-2-[(2R,5R)-5-methyl-2-(2-thienyl)-4-[1-(trifluoromethyl)cyclopropanecarbonyl]piperazin-1-yl]-2-oxo-acetamide